C(C1=CC=CC=C1)NC(C[N+]1(CCCCCC1)CC(=O)NC1=C(SC=C1C)C(NCC1CCNCC1)=O)=O 1-(2-(benzylamino)-2-oxoethyl)-1-(2-((4-methyl-2-((piperidin-4-ylmethyl)carbamoyl)thiophen-3-yl)amino)-2-oxoethyl)azepan-1-ium